(1R,2S,5S)-3-azabicyclo[3.1.0]hexane-2,3-dicarboxylic acid 2-benzyl 3-tert-butyl ester C(C)(C)(C)OC(=O)N1[C@@H]([C@@H]2C[C@@H]2C1)C(=O)OCC1=CC=CC=C1